2-(3-(((1R,2R,3S,4R,Z)-7-(cyclopropylmethylene)-3-((4-fluoro-3-(trifluoromethyl)phenyl)carbamoyl)bicyclo[2.2.1]heptan-2-yl)carbamoyl)-4-methoxyphenyl)acetic acid C1(CC1)\C=C\1/[C@@H]2[C@H]([C@H]([C@H]1CC2)C(NC2=CC(=C(C=C2)F)C(F)(F)F)=O)NC(=O)C=2C=C(C=CC2OC)CC(=O)O